C(C)(C)OC(=O)C1=C(N2C(C(S1)(F)F)C=CC=C2)C(=O)O 1,1-difluoro-1,9a-dihydropyrido[2,1-c][1,4]thiazine-3,4-dicarboxylic acid isopropyl ester